C(O)(O)=O.O=C[C@H](O)[C@@H](O)[C@H](O)[C@H](O)CO Dextrose Carbonate